5-Amino-3-[4-[([3-[3-(trifluoromethyl)bicyclo[1.1.1]pentan-1-yl]-1,2-oxazol-5-yl]carbamoyl)methyl]phenyl]-1-[1,1,1-trifluoropropan-2-yl]pyrazole-4-carboxamide NC1=C(C(=NN1C(C(F)(F)F)C)C1=CC=C(C=C1)CC(NC1=CC(=NO1)C12CC(C1)(C2)C(F)(F)F)=O)C(=O)N